[NH4+].ClC1=CC(=C(COC2=NN(C=C2)C2CCN(CC2)CC2=NC=3C(=NC(=CC3)C(=O)[O-])N2C[C@H]2OCC2)C=C1)F (S)-2-((4-(3-((4-chloro-2-fluorobenzyl)oxy)-1H-pyrazol-1-yl)piperidin-1-yl)methyl)-3-(oxetan-2-ylmethyl)-3H-imidazo[4,5-b]pyridine-5-carboxylic acid, ammonium salt